[2-[4-[4-[[5-(m-tolyl)imidazo[1,2-a]pyrazin-8-yl]amino]phenyl]piperazin-1-yl]ethyl]carbamate C1(=CC(=CC=C1)C1=CN=C(C=2N1C=CN2)NC2=CC=C(C=C2)N2CCN(CC2)CCNC([O-])=O)C